N1=NC(=CC=C1)C1=CC=C(C=C1)NC=1C=C(C=CC1)C1=NC2=C(N1)C=C(C=C2)N 2-(3-((4-(pyridazin-3-yl)phenyl)amino)phenyl)-1H-benzo[d]imidazol-6-amine